[N+](=O)([O-])C=1C=C2CCN(C2=CC1)CC=1C(=NC(=NC1)N)N 5-((5-nitroindolin-1-yl)methyl)pyrimidine-2,4-diamine